FC1=C(C(=CC=C1OC)N1N=NC=C1)CN (2-fluoro-3-methoxy-6-(1H-1,2,3-triazol-1-yl)phenyl)methylamine